ethyl 1a,6b-dihydro-1H-cyclopropa[b][1]benzofuran-1-carboxylate C1(C2OC3=C(C21)C=CC=C3)C(=O)OCC